(R)-2-chloro-4-phenyl-oxazoline ClC=1OC[C@H](N1)C1=CC=CC=C1